FC(C)(C)C1=NC(=CC(=N1)NC1=CC(=NC=C1C1=NC(=NC=C1)OC)NC(C)=O)C N-(4-((2-(2-fluoroprop-2-yl)-6-methylpyrimidin-4-yl)amino)-5-(2-methoxypyrimidin-4-yl)pyridin-2-yl)acetamide